2-fluoro-6-[(3-chloro-4-hydroxybenzyl)amino]-9-(oxepan-2-yl)-9H-purine FC1=NC(=C2N=CN(C2=N1)C1OCCCCC1)NCC1=CC(=C(C=C1)O)Cl